2-[3-(3-{1-[(propan-2-yl)amino]ethyl}pyrrolidin-1-yl)-1,2,4-triazin-6-yl]-5-(1H-pyrazol-4-yl)phenol CC(C)NC(C)C1CN(CC1)C=1N=NC(=CN1)C1=C(C=C(C=C1)C=1C=NNC1)O